FC(C(=O)O)(F)F.N[C@@H]1[C@@H](CCNCC1)C1=C(C2=NC(=CC(=C2S1)NCC=1SC=CC1)Cl)Br 2-((4r,5s)-5-aminoazepan-4-yl)-3-bromo-5-chloro-N-(thiophen-2-ylmethyl)thieno[3,2-b]pyridin-7-amine trifluoroacetate